4-[tert-butoxycarbonyl-(methyl)amino]-3-fluoro-piperidine-1-carboxylic acid C(C)(C)(C)OC(=O)N(C1C(CN(CC1)C(=O)O)F)C